CC(C(=O)O)(CC)C.CC(C(=O)O)(CC)C.IC1=C(C=C(C=C1C)C)C iodomesitylene di(2,2-dimethylbutyrate)